ClC1=CC2=C(N(C(C(N=C2C2=CC=CC=C2)C(C)C)=O)CCC(=O)O)C=C1 3-(7-chloro-3-isopropyl-2-oxo-5-phenyl-2,3-dihydro-1H-benzo[e][1,4]diazepin-1-yl)propionic acid